ClC=1C2=C(SC1C(=O)N[C@H](C(=O)O)CC1=CC=CC=C1)C=CC(=C2)F (S)-2-(3-Chloro-5-fluorobenzo[b]thiophene-2-carboxamido)-3-phenylpropanoic acid